O1CC[C@H](C2=CC=CC=C12)N1C2=NC(=NC=C2NC1=O)C1=C(C=CC=C1)C(C)C (R)-9-(chroman-4-yl)-2-(2-isopropylphenyl)-7,9-dihydro-8H-purin-8-one